[C@@H]1([C@H](O)[C@@H](O)[C@H](O)[C@H](O1)CO)C=1C(=C(C(=CC1O)O)CCC1=CC=CC=C1)O 3-C-β-D-glucosyl-1-phenethylbenzene-2,4,6-triol